2-[4-(dimethylamino)butanoylamino]-N,N'-bis[(9Z,12Z)-octadeca-9,12-dienyl]pentanediamide CN(CCCC(=O)NC(C(=O)NCCCCCCCC\C=C/C\C=C/CCCCC)CCC(=O)NCCCCCCCC\C=C/C\C=C/CCCCC)C